8-(2-(3,5-dimethyl-1H-pyrazol-4-yl)pyrido[3,4-d]pyrimidin-4-yl)-2,8-diazaspiro[4.5]decane-2-carboxylic acid tert-butyl ester C(C)(C)(C)OC(=O)N1CC2(CC1)CCN(CC2)C=2C1=C(N=C(N2)C=2C(=NNC2C)C)C=NC=C1